FC(C1=NN=C(O1)C1=CC=C(CN(S(=O)(=O)CCN2CCN(CC2)CC(=O)N2CCOCC2)C2=CC=CC=C2)C=C1)F N-(4-(5-(difluoromethyl)-1,3,4-oxadiazol-2-yl)benzyl)-2-(4-(2-morpholino-2-oxoethyl)piperazin-1-yl)-N-phenylethane-1-sulfonamide